ClC1=NC(=C(C(=N1)C(=O)OC)Cl)Cl Methyl 2,5,6-trichloro-pyrimidine-4-carboxylate